tris(2,3-di-t-butylphenyl) phosphite P(OC1=C(C(=CC=C1)C(C)(C)C)C(C)(C)C)(OC1=C(C(=CC=C1)C(C)(C)C)C(C)(C)C)OC1=C(C(=CC=C1)C(C)(C)C)C(C)(C)C